1-(4-chloro-3-((trifluoromethyl)sulfonyl)phenyl)-3-(4-cyano-3-(2-(dimethylamino)ethyl)phenyl)urea ClC1=C(C=C(C=C1)NC(=O)NC1=CC(=C(C=C1)C#N)CCN(C)C)S(=O)(=O)C(F)(F)F